CC1=C(C=CC=C1)C(=O)O.C(C1=CC=CC=C1)(=O)C(=O)OC methyl benzoylformate (methylphenylformate)